3,4-Dihydroxy-5-methoxy-benzaldehyd OC=1C=C(C=O)C=C(C1O)OC